ClC=1N=C(C2=C(N1)CCC2)NC2=CC(=CC=C2)S(NC2CC2)(=O)=O 2-Chloro-N4-(3-(N-cyclopropylsulfamoyl)phenyl)-6,7-dihydro-5H-cyclopenta[d]pyrimidine-4-amine